BrCC(=O)C1=CC=NC=C1 2-bromo-1-(4-pyridyl)ethanone